C(C)OC1OC(OC(C1)CCC)CCC 4-ethoxy-2,6-dipropyl-1,3-dioxane